O([Si](C)(C)C(C)(C)C)CC1=CC(=NC=C1)N1CN(C=C1)C(C)C1=C(C=CC(=C1)F)OCC1=CC=C(C=C1)OC 3-(4-tert-butyldimethylsiloxymethylpyridin-2-yl)-N-(1-(5-fluoro-2-(4-methoxybenzyloxy)-phenyl)Ethyl)imidazole